COC1=C(C=CC=C1OCC(F)(F)F)[C@@H](C)N |r| (±)-1-(2-methoxy-3-(2,2,2-trifluoroethoxy)phenyl)ethan-1-amine